3-chloro-5-(1,3-dimethyl-1H-pyrazol-4-yl)-4H-benzo[e][1,2,4]thiadiazine 1,1-dioxide ClC1=NS(C2=C(N1)C(=CC=C2)C=2C(=NN(C2)C)C)(=O)=O